1-FLUORO-CYCLOPROPANECARBOXYLIC ACID FC1(CC1)C(=O)O